tert-butyl 2-((2-(4-(2-((6-bromobenzo[d]thiazol-2-yl)amino)-2-oxoethyl)piperazin-1-yl)pyrimidin-5-yl)oxy)acetate BrC1=CC2=C(N=C(S2)NC(CN2CCN(CC2)C2=NC=C(C=N2)OCC(=O)OC(C)(C)C)=O)C=C1